C(C)(=O)OCC([C@]1([C@@H](CC2C3CCC4=CC(CC[C@@]4(C3=CC[C@]12C)C)=O)C)C)=O 2-oxo-2-((10S,13S,16R,17S)-10,13,16,17-tetramethyl-3-oxo-2,3,6,7,8,10,12,13,14,15,16,17-dodecahydro-1H-cyclopenta[a]phenanthren-17-yl)ethyl acetate